N1[C@H](CCC2=CC=CC=C12)C(=O)OCCCC (R)-Butyl 1,2,3,4-tetrahydroquinoline-2-carboxylate